CC(C=CC(=O)O)CCCCC 4-methylnonenoic acid